NCCCCCCCNC=1C=C2C(N(C(C2=CC1)=O)C1C(NC(CC1)=O)=O)=O 5-((7-aminoheptyl)amino)-2-(2,6-dioxopiperidin-3-yl)isoindoline-1,3-dione